OC[C@H](C1=CC=CC=C1)NC1=NC(=NC=C1C(=O)O)NC1=CC=C2C(=N1)C(NC2=O)C 4-(((S)-2-hydroxy-1-phenylethyl)amino)-2-((7-methyl-5-oxo-6,7-dihydro-5H-pyrrolo[3,4-b]pyridin-2-yl)amino)pyrimidine-5-carboxylic acid